aminophosphonium oxide N[PH3+]=O